C(#N)CC1=CC=C(C=C1)NC1C2=C(C=3N(CC1)N=NC3C)C=CC(=C2)C=2CCN(CC2)C(=O)OC(C)(C)C tert-butyl 4-(7-((4-(cyanomethyl)phenyl)amino)-1-methyl-6,7-dihydro-5H-benzo[c][1,2,3]triazolo[1,5-a]azepin-9-yl)-3,6-dihydropyridine-1(2H)-carboxylate